4-(2-(3-(cyclopentyloxy)-4-methoxyphenyl)pyridin-4-yl)-1,2-oxaborol-2-ol C1(CCCC1)OC=1C=C(C=CC1OC)C1=NC=CC(=C1)C=1CB(OC1)O